S(C1=C(C(=CC(=C1)C)C(C)(C)C)O)C1=C(C(=CC(=C1)C)C(C)(C)C)O 2,2'-thiobis(4-methyl-6-t-butylphenol)